OCCC(C=O)=C 4-HYDROXY-2-METHYLENBUTANAL